N-(1-hydroxy-2-methylpropan-2-yl)-2-methyl-5-[(4-methyl-1,3-thiazol-5-yl)methoxy]-2H-indazole-3-carboxamide OCC(C)(C)NC(=O)C=1N(N=C2C=CC(=CC12)OCC1=C(N=CS1)C)C